selenium (4-methoxyphenyl) diethyl phosphite P(OC1=CC=C(C=C1)OC)(OCC)OCC.[Se]